(S)-1-benzyl-N-(3,4-dimethyl-5-oxo-5,6,7,8-tetrahydro-4H-pyrazolo[1,5-a][1,3]diazepin-6-yl)-1H-1,2,4-triazole-3-carboxamide C(C1=CC=CC=C1)N1N=C(N=C1)C(=O)N[C@@H]1C(N(C=2N(CC1)N=CC2C)C)=O